ethyl 3-((3,5-dibromo-4-((4-chlorophthalazin-1-yl) oxy) phenyl) amino)-3-oxopropionate BrC=1C=C(C=C(C1OC1=NN=C(C2=CC=CC=C12)Cl)Br)NC(CC(=O)OCC)=O